C(C)N1C(=CC2=CC=C(C=C12)C(=O)OC)C methyl 1-ethyl-2-methyl-1H-indole-6-carboxylate